O1C=C(C=C1)C1=C(C=C(C=C1)CNC)NS(=O)(=O)C=1SC=CC1 N-(2-(furan-3-yl)-5-((methylamino)methyl)phenyl)thiophene-2-sulfonamide